CN(C1(CCC1)CNC=1C2=C(N=C(N1)OC[C@]13CCCN3C[C@@H](C1)F)C(=C(N=C2)C2=CC=CC1=CC=CC(=C21)C#CC)F)C N-((1-(dimethylamino)cyclobutyl)methyl)-8-fluoro-2-(((2R,7aS)-2-fluorotetrahydro-1H-pyrrolizin-7a(5H)-yl)methoxy)-7-(8-(prop-1-yn-1-yl)naphthalen-1-yl)pyrido[4,3-d]pyrimidin-4-amine